methyl-2,4-dithiapentane CCSCSC